4-Ethyl-2-pyridylsulfamic acid sodium salt [Na+].C(C)C1=CC(=NC=C1)NS([O-])(=O)=O